N-((1S,3S)-3-((6-Amino-5-(4-phenoxyphenyl)pyrimidin-4-yl)amino)cyclopentyl)acrylamid NC1=C(C(=NC=N1)N[C@@H]1C[C@H](CC1)NC(C=C)=O)C1=CC=C(C=C1)OC1=CC=CC=C1